5-(4-((7-ethyl-6-oxo-5,6-dihydro-1,5-naphthyridin-3-yl)methyl)piperazin-1-yl)-N-(tetrahydro-2H-pyran-4-yl)picolinamide C(C)C=1C(NC=2C=C(C=NC2C1)CN1CCN(CC1)C=1C=CC(=NC1)C(=O)NC1CCOCC1)=O